6-(3-(4-bromophenyl)-1,2,4-oxadiazol-5-yl)-2,2-dimethyl-2H-pyrano[2,3-b]pyridin-4(3H)-one BrC1=CC=C(C=C1)C1=NOC(=N1)C=1C=C2C(=NC1)OC(CC2=O)(C)C